S(OC1=CC=C(C=C1)\N=N\C1=CC=C(C=C1)C(NC=1C=NC=CC1)=O)(=O)(=O)F (E)-4-((4-(pyridin-3-ylcarbamoyl)phenyl)diazenyl)phenyl sulfurofluoridate